C(CCC)OC([C@H](CC)O)=O (S)-2-hydroxybutyric acid n-butyl ester